6-((6-methoxypyridin-3-yl)methyl)-3,6-diazabicyclo[3.1.1]heptane dioxalate salt C(C(=O)O)(=O)O.C(C(=O)O)(=O)O.COC1=CC=C(C=N1)CN1C2CNCC1C2